2-((3-bromo-5-methyl-4-((3S,5R)-3,4,5-trimethylpiperazin-1-yl)phenyl)amino)-6-(2,6-dichlorophenyl)-8,9-dihydroimidazo[1,2-a]pyrimido[5,4-e]pyrimidin-5(6H)-one BrC=1C=C(C=C(C1N1C[C@@H](N([C@@H](C1)C)C)C)C)NC=1N=CC=2C(N(C=3N(C2N1)CCN3)C3=C(C=CC=C3Cl)Cl)=O